N1=C(C=CC=C1)C1=NN2C=NC3=C(C2=N1)C=C(N3)C(=O)N 2-(pyridin-2-yl)-7H-pyrrolo[3,2-e][1,2,4]Triazolo[1,5-c]Pyrimidine-8-carboxamide